FC=1C(=C(C=O)C=C(C1)C1=CC(=NS1)C1=CC=C(C=C1)N1CCCC1)O 3-fluoro-2-hydroxy-5-(3-(4-(pyrrolidin-1-yl)phenyl)isothiazol-5-yl)benzaldehyde